3,3,6-trimethylheptanoic acid CC(CC(=O)O)(CCC(C)C)C